bis(2-(acryloyloxy)ethyl) 2,2'-(thiophene-2,5-diyl)bis(7-(tert-butyl)benzo[d]oxazole-5-carboxylate) S1C(=CC=C1C=1OC2=C(N1)C=C(C=C2C(C)(C)C)C(=O)OCCOC(C=C)=O)C=2OC1=C(N2)C=C(C=C1C(C)(C)C)C(=O)OCCOC(C=C)=O